C1(=CC=CC=C1)C=1N=C2N(C=C(C=C2C2=CC=C(C(=O)N)C=C2)C2=CC=CC=C2)C1 4-(2,6-diphenylimidazo[1,2-a]pyridin-8-yl)benzamide